N-(2-aminoethyl)methacryl-amide hydrochloride Cl.NCCNC(C(=C)C)=O